Cl.FC1=C(C=CC2=CN(N=C12)C(C(=O)NC=1SC=CN1)C1=CC=CC=C1)C=1C=NC(=CC1)N1CCNCC1 2-[7-Fluoro-6-(6-piperazin-1-yl-3-pyridyl)indazol-2-yl]-2-phenyl-N-thiazol-2-yl-acetamide hydrochloride